2-fluoro-2-methyl-3-(methylphenylamino)-3-oxopropanoic acid FC(C(=O)O)(C(=O)N(C1=CC=CC=C1)C)C